C(C)NC(CC1=CC=C(C=C1)C=O)=O n-ethyl-2-(4-formylphenyl)acetamide